methyl (R)-5-(3-(3,3-difluoro-5-formyl-2-oxopyrrolidin-1-yl)propyl)thiophene-2-carboxylate FC1(C(N([C@H](C1)C=O)CCCC1=CC=C(S1)C(=O)OC)=O)F